C1(=CC=CC2=CC=CC=C12)C(=O)NN1[C@H]([C@@H](CC1=O)C1=CC=CC=C1)C(=O)OCC (2R,3S)-ethyl 1-(1-naphthamido)-5-oxo-3-phenylpyrrolidine-2-carboxylate